3-(5-bromobenzo[d]oxazol-2-yl)bicyclo[1.1.1]pentan-1-amine BrC=1C=CC2=C(N=C(O2)C23CC(C2)(C3)N)C1